3-chloro-7-(3-((3-fluoropyridin-4-yl)amino)-7,8-dihydro-1,6-naphthyridin-6(5H)-yl)-2,8-dimethyl-4H-pyrimido[1,2-b]pyridazin-4-one ClC1=C(N=C2N(N=C(C(=C2)C)N2CC=3C=C(C=NC3CC2)NC2=C(C=NC=C2)F)C1=O)C